C(C1=CC=CC=C1)N[C@H](CS)C(=O)O (S)-benzyl-cysteine